C(#C)C1=C2C(=CC(=CC2=CC=C1F)O)C1=C(C=2N=C(N=C(C2C=N1)N1CCC2(CCCS2)CC1)OC[C@]12CCCN2C[C@@H](C1)F)F 5-ethynyl-6-fluoro-4-(8-fluoro-2-(((2R,7aS)-2-fluorotetrahydro-1H-pyrrolizin-7a(5H)-yl)methoxy)-4-(1-thia-8-azaspiro[4.5]decan-8-yl)pyrido[4,3-d]pyrimidin-7-yl)naphthalen-2-ol